lead methyl chloride CCl.[Pb]